N1=C(C=CC=C1)C=1C=C2C=C(C=CN2C1)C(=O)O 2-(pyridin-2-yl)indolizine-7-carboxylic acid